CC1C(N(C2CC1C2)C(=O)OC(C)(C)C)C(=O)OC TRANS-2-tert-butyl 3-methyl 4-methyl-2-azabicyclo[3.1.1]heptane-2,3-dicarboxylate